(S)-2-(2,5-difluoro-4-(6-((5-methylthiazol-2-yl)methoxy)pyridin-2-yl)benzyl)-1-(oxetan-2-ylmethyl)-1H-benzo[d]imidazole-6-carboxylic acid FC1=C(CC2=NC3=C(N2C[C@H]2OCC2)C=C(C=C3)C(=O)O)C=C(C(=C1)C1=NC(=CC=C1)OCC=1SC(=CN1)C)F